2-chloro-3,4-dimethylphenyl (3S)-4-(N6,N6-dimethyl-D-lysyl)-3-[(thiophen-2-ylmethyl)carbamoyl]piperazine-1-carboxylate CN(CCCC[C@@H](N)C(=O)N1[C@@H](CN(CC1)C(=O)OC1=C(C(=C(C=C1)C)C)Cl)C(NCC=1SC=CC1)=O)C